1-((6-bromopyridin-3-yl)methyl)-4-methylpiperazine BrC1=CC=C(C=N1)CN1CCN(CC1)C